N1(C=NC=C1)CC1=CC(=C2CCN(C(C2=C1)=O)C1=NC(=NC2=CC(=C(C=C12)OC)OC)C)C1=CC(=NN1C)C 7-((1H-imidazol-1-yl)methyl)-2-(6,7-dimethoxy-2-methylquinazolin-4-yl)-5-(1,3-dimethyl-1H-pyrazol-5-yl)-3,4-dihydroisoquinolin-1(2H)-one